4-n-propyl-furan C(CC)C=1C=COC1